5-(1-(2-Formyl-1,2,3,4-tetrahydroisoquinoline-3-carbonyl)-1,2,5,6-tetrahydropyridin-3-yl)-7-(2-methoxyphenyl)-N,N-dimethylbenzofuran-2-carboxamide C(=O)N1CC2=CC=CC=C2CC1C(=O)N1CC(=CCC1)C=1C=C(C2=C(C=C(O2)C(=O)N(C)C)C1)C1=C(C=CC=C1)OC